4-(6-((4-cyano-2-fluorobenzyl)oxy)-4-methoxypyridin-2-yl)piperazine-1-carboxylic acid tert-butyl ester C(C)(C)(C)OC(=O)N1CCN(CC1)C1=NC(=CC(=C1)OC)OCC1=C(C=C(C=C1)C#N)F